isopropyl 3-(3-acrylamido-4-methylphenyl)-2-(4-(4-isopropylpiperazin-1-yl)phenyl)-1H-pyrrolo[2,3-b]pyridine-5-carboxylate C(C=C)(=O)NC=1C=C(C=CC1C)C1=C(NC2=NC=C(C=C21)C(=O)OC(C)C)C2=CC=C(C=C2)N2CCN(CC2)C(C)C